(S)-N2-(3,3-difluorocyclopentyl)-6-(3-(trifluoromethyl)-1H-pyrazol-1-yl)-N4-(2-(trifluoromethyl)pyridin-4-yl)-1,3,5-triazine-2,4-diamine FC1(C[C@H](CC1)NC1=NC(=NC(=N1)NC1=CC(=NC=C1)C(F)(F)F)N1N=C(C=C1)C(F)(F)F)F